CC1=NN=C(O1)C=O 5-methyl-1,3,4-oxadiazole-2-carbaldehyde